5-[3-fluoro-1-oxido-5-(2-pyridyloxy)pyridin-1-ium-2-yl]-1-(2,2,3,3,3-pentafluoropropyl)pyrazolo[3,4-c]pyridine FC=1C(=[N+](C=C(C1)OC1=NC=CC=C1)[O-])C=1C=C2C(=CN1)N(N=C2)CC(C(F)(F)F)(F)F